Cl.Cl.CC=1N=CC(=NC1)N[C@@H]1C[C@H](CC1)N (1S,3S)-N1-(5-methylpyrazin-2-yl)cyclopentane-1,3-diamine 2HCl